(1R,3S,5R)-2-(2-(3-acetyl-5-(2-(methoxymethyl)pyrimidin-5-yl)-1H-indazol-1-yl)acetyl)-N-(6-bromo-3-methylpyridin-2-yl)-5-methyl-2-azabicyclo[3.1.0]hexane-3-carboxamide C(C)(=O)C1=NN(C2=CC=C(C=C12)C=1C=NC(=NC1)COC)CC(=O)N1[C@@H]2C[C@@]2(C[C@H]1C(=O)NC1=NC(=CC=C1C)Br)C